C1(=CC=CC=C1)CC(=O)OC1=CC=C(C=C1)C para-Tolyl Phenylacetate